COC=1C=C(C=CC1)\C=C\C(=O)C1=C(CC(C=C1OC)(OC)OC)OC 3,4',6'-trimethoxy-2',4'-dimethoxy-chalcone